2-hydroxy-4,5,6-trimethoxychalcone OC1=C(C(=C(C(=C1)OC)OC)OC)\C=C\C(=O)C1=CC=CC=C1